chloro(chlorosulfonyloxy)methane ClCOS(=O)(=O)Cl